C1(=CC=CC=C1)C12CCC(CC1)(CC2)C(=O)OC Methyl 4-phenylbicyclo[2.2.2]octane-1-carboxylate